1-(4-(4-methylpiperidin-1-yl)phenyl)cyclohexane-1,4-diamine CC1CCN(CC1)C1=CC=C(C=C1)C1(CCC(CC1)N)N